BrC1=CC=C2N=C(C(N(C2=C1)C)=O)C(F)F 7-bromo-3-difluoromethyl-1-methylquinoxalinone